5-(trifluoromethyl)-1H-pyrazol-4-carboxylic acid FC(C1=C(C=NN1)C(=O)O)(F)F